N-(3-Chlorophenyl)-5-(4-(piperidin-4-yloxy)phenyl)thiophene-2-carboxamide ClC=1C=C(C=CC1)NC(=O)C=1SC(=CC1)C1=CC=C(C=C1)OC1CCNCC1